FC=1C=C2[C@H]3CCCN3C=3C=CN4N=CC(C(NCCCOC2=CC1)=O)=C4N3 (6R)-9-fluoro-13-oxa-2,17,21,22,25-pentaazapentacyclo[17.5.2.02,6.07,12.022,26]hexacosa-1(25),7,9,11,19(26),20,23-heptaen-18-one